NC=1SC(=CN1)C(=O)NC1=C(C=C(C(=C1)C(NC1=CC=C(C=C1)OC1CC1)=O)F)C 2-Amino-N-[5-[(4-cyclopropyloxyphenyl)carbamoyl]-4-fluoro-2-methylphenyl]-1,3-thiazole-5-carboxamide